4-(aminomethyl)-2-methyl-N-(1-(3-(1-methyl-1H-pyrazol-4-yl)naphthalen-1-yl)ethyl)benzamide NCC1=CC(=C(C(=O)NC(C)C2=CC(=CC3=CC=CC=C23)C=2C=NN(C2)C)C=C1)C